3-(Z)-hexenol CC/C=C\CCO